FC(C1=C(C=CC(=C1)C(F)(F)F)CC(=O)N(C1=CC=C(C=C1)F)CC=1OC(=NN1)C1=NC=C(N=C1)Cl)(F)F [2,4-bis(trifluoromethyl)phenyl]-N-{[5-(5-chloropyrazin-2-yl)-1,3,4-oxadiazol-2-yl]methyl}-N-(4-fluorophenyl)acetamide